CC1=CC=C(C=C1)S(=O)(=O)NC(O[C@H](CC1=CC=C(C=C1)N1C(=NC2=C1C=C(C(=C2)C(F)(F)F)Cl)CC)C)=O (1S)-2-{4-[6-chloro-2-ethyl-5-(trifluoromethyl)-1H-benzimidazol-1-yl]phenyl}-1-methylethyl (4-methylphenyl)sulfonylcarbamate